ClC=1C=CC=C2C=CC=C(C12)N1CC=2N=C(N=C(C2CC1)N([C@@H]1CNCC1)C)OC[C@H]1N(CCC1)C 7-(8-chloro-1-naphthyl)-N-methyl-2-[[(2S)-1-methylpyrrolidin-2-yl]methoxy]-N-[(3S)-pyrrolidin-3-yl]-6,8-dihydro-5H-pyrido[3,4-d]pyrimidin-4-amine